N-(5-((3,4-dichlorophenyl)carbamoyl)-4-(trifluoromethyl)thiazol-2-yl)-N-(4-fluorophenyl)cyclopropane-1,1-dicarboxamide ClC=1C=C(C=CC1Cl)NC(=O)C1=C(N=C(S1)N(C(=O)C1(CC1)C(=O)N)C1=CC=C(C=C1)F)C(F)(F)F